OC(C(=O)O)=O dihydroxydiketone